Fmoc-D-glutamic acid γ-tert-butyl ester CC(C)(C)OC(=O)CC[C@H](C(=O)O)NC(=O)OCC1C2=CC=CC=C2C3=CC=CC=C13